10-((4-bromophenyl)sulfonyl)-7-methoxy-5,10-dihydro-11H-dibenzo[b,e][1,4]diazepin-11-one BrC1=CC=C(C=C1)S(=O)(=O)N1C2=C(NC3=C(C1=O)C=CC=C3)C=C(C=C2)OC